2-((3R,4R)-3-amino-4-fluoropiperidin-1-yl)-1-((5-fluoropyrimidin-2-yl)methyl)-1H-benzo[d]imidazole-6-carbonitrile N[C@@H]1CN(CC[C@H]1F)C1=NC2=C(N1CC1=NC=C(C=N1)F)C=C(C=C2)C#N